tert-butyl ((3-(2-(4,4-difluoroazepan-1-yl)-5-(3-fluorophenyl)-4-methylnicotinamido)phenyl)(methyl)(oxo)-λ6-sulfaneylidene)carbamate FC1(CCN(CCC1)C1=C(C(=O)NC=2C=C(C=CC2)S(=O)(C)=NC(OC(C)(C)C)=O)C(=C(C=N1)C1=CC(=CC=C1)F)C)F